1-{4-[1-(3,4-dimethylphenyl)-8-methoxy-1H-pyrazolo[4,3-c]quinolin-3-yl]phenyl}-4-methylpiperazine CC=1C=C(C=CC1C)N1N=C(C=2C=NC=3C=CC(=CC3C21)OC)C2=CC=C(C=C2)N2CCN(CC2)C